N=1C=CN2C1C(=NC=C2)C2=CC=C(CN1C3=NC(=NC=C3N(C1=O)C)C1=C(C=CC=C1)C(C)C)C=C2 9-(4-(imidazo[1,2-a]pyrazin-8-yl)benzyl)-2-(2-isopropylphenyl)-7-methyl-7,9-dihydro-8H-purin-8-one